1-((3R,4S)-4-((5-(1-(2,2-difluoroethyl)-1H-benzo[d][1,2,3]triazol-6-yl)-6-fluoro-4-methoxypyrrolo[2,1-f][1,2,4]triazin-2-yl)amino)-3-fluoropiperidin-1-yl)-2-hydroxyethan-1-one FC(CN1N=NC2=C1C=C(C=C2)C=2C(=CN1N=C(N=C(C12)OC)N[C@@H]1[C@@H](CN(CC1)C(CO)=O)F)F)F